Barium 2,2-didodecylmalonate C(CCCCCCCCCCC)C(C(=O)[O-])(C(=O)[O-])CCCCCCCCCCCC.[Ba+2]